C1(=CC=CC=C1)S(=O)(=O)OCO.[Na] sodium (hydroxymethyl) benzenesulfonate